ClC1=NC=C2C=CC(=NC2=C1)S(=O)(=O)C1CCN(CC1)C 7-chloro-2-(1-methylpiperidin-4-ylsulfonyl)-1,6-naphthyridine